5-(4-(4-hydroxyphenyl)piperazin-1-yl)-2-(pyridin-2-yl)-4,5,6,7-tetrahydro-2H-indazole OC1=CC=C(C=C1)N1CCN(CC1)C1CC2=CN(N=C2CC1)C1=NC=CC=C1